N-[6-(5-chloro-1,3-benzoxazol-2-yl)spiro[3.3]heptan-2-yl]-2-(1-methylsulfonyl-4-piperidyl)acetamide ClC=1C=CC2=C(N=C(O2)C2CC3(CC(C3)NC(CC3CCN(CC3)S(=O)(=O)C)=O)C2)C1